C(OC[C@]1(O[C@H]([C@@H]2OC(O[C@@H]21)(C)C)C2=CC=C1C(=NC=NN12)N)C#N)(OCC(CC)CC)=O ((3aS,4R,6S,6aS)-6-(4-aminopyrrolo[2,1-f][1,2,4]triazin-7-yl)-4-cyano-2,2-dimethyltetrahydrofuro[3,4-d][1,3]dioxol-4-yl)methyl (2-ethylbutyl) carbonate